4-(7,7-dimethylindeno[2,1-b]carbazole-5(7H)-yl)benzaldehyde CC1(C2=CC=CC=C2C=2C1=CC=1N(C3=CC=CC=C3C1C2)C2=CC=C(C=O)C=C2)C